C(C)N(CCNC(NC=1C=C2C=CC(=NC2=CC1)N1CCN(CC1)C([C@H](CC1=CC=CC=C1)NC(OC(C)(C)C)=O)=O)=S)CC (S)-tert-butyl (1-(4-(6-(3-(2-(diethylamino)ethyl)thioureido)quinolin-2-yl)piperazin-1-yl)-1-oxo-3-phenylpropan-2-yl)carbamate